C(C)N1N=C(C(C2=CC=C(C=C12)C(C)(C)F)=O)CC(=O)OC methyl 2-(1-ethyl-7-(2-fluoropropan-2-yl)-4-oxo-1,4-dihydrocinnolin-3-yl)acetate